N-(3-(2'-fluoro-[1,1'-biphenyl]-4-yl)propyl)-1-methyl-1H-imidazole-4-sulfonamide FC1=C(C=CC=C1)C1=CC=C(C=C1)CCCNS(=O)(=O)C=1N=CN(C1)C